4-(2-(2-aminothiazol-4-yl)propan-2-yl)benzonitrile NC=1SC=C(N1)C(C)(C)C1=CC=C(C#N)C=C1